ClC1=CC=C(C=C1)C#CC12CCC(CC1)(N2)[C@H](O)C2=CC(=CC=C2)F (R)-(4-((4-Chlorophenyl)ethynyl)-7-azabicyclo[2.2.1]heptan-1-yl)(3-fluoro-phenyl)methanol